4-bromo-6-chloro-2-fluoro-pyridin-3-amine BrC1=C(C(=NC(=C1)Cl)F)N